decanoamide C(CCCCCCCCC)(=O)N